(2S)-2-[[3-(4-chlorophenyl)-3-hydroxy-butanoyl]amino]-N-[(1S)-1-cyano-2-[(3S)-2-oxopyrrolidin-3-yl]ethyl]-4-methyl-pentanamide ClC1=CC=C(C=C1)C(CC(=O)N[C@H](C(=O)N[C@@H](C[C@H]1C(NCC1)=O)C#N)CC(C)C)(C)O